O(C1=CC=CC=C1)C1=CC=C(C=C1)[C@@H](C)N (R)-1-(4-phenoxyphenyl)ethan-1-amine